N1C=C(C2=CC=CC=C12)[C@@H]1[C@H](C1)[NH3+] (1S,2R)-2-(1H-indol-3-yl)cyclopropan-1-aminium